3,5-dichloro-4-(2,2-difluoroethoxy)benzol ClC=1C=CC=C(C1OCC(F)F)Cl